N-(3,4-dimethoxyphenyl)-N1-(4-fluorophenyl)-6-pyrrolidin-1-yl-[1,3,5]triazine-2,4-diamine hydrochloride Cl.COC=1C=C(C=CC1OC)NC1N(C(=NC(=N1)N)N1CCCC1)C1=CC=C(C=C1)F